N-ethyl-DL-alanine-2-hydroxyethyl ester OCCOC([C@@H](NCC)C)=O |r|